COC(C1=CC=C(C=C1)COC1=C(C=CC=C1)C=O)=O.N1(CCNCC1)C(=O)OC(C)(C)C tert-butyl piperazine-1-carboxylate methyl-4-(2-formyl-phenoxymethyl)benzoate